(Z)-7-[(2S,4S,5R)-4-(2-hydroxyphenyl)-2-(trifluoromethyl)-1,3-dioxan-5-yl]hept-5-enoic acid OC1=C(C=CC=C1)[C@H]1O[C@H](OC[C@H]1C\C=C/CCCC(=O)O)C(F)(F)F